[O-]O.C1CCCC2=CC=CC=C12 tetraline hydroperoxide